BrC(CC)=C(C1=CC(=CC(=C1)C)C)C1=CC(=CC(=C1)C)C 3-bromo-4,4-bis(3,5-dimethylphenyl)but-3-ene